1,1'-((2-(1-(2-((2-(bis(2-hydroxydodecyl)amino)ethyl)(2-hydroxydodecyl)amino)ethyl)piperidin-4-yl)ethyl)azanediyl)bis(dodecan-2-ol) OC(CN(CCN(CCN1CCC(CC1)CCN(CC(CCCCCCCCCC)O)CC(CCCCCCCCCC)O)CC(CCCCCCCCCC)O)CC(CCCCCCCCCC)O)CCCCCCCCCC